3-chloro-4-((3,5-difluoropyridin-2-yl)methoxy-d2)-2'-(3-(2-hydroxypropan-2-yl)-1H-1,2,4-triazol-1-yl)-5',6-dimethyl-2H-[1,4'-bipyridin]-2-one ClC=1C(N(C(=CC1OC([2H])([2H])C1=NC=C(C=C1F)F)C)C1=CC(=NC=C1C)N1N=C(N=C1)C(C)(C)O)=O